((2R,3R,4R,5S,6S)-3,4,5-tris(benzyloxy)-6-(4-chloro-3-(4-ethoxybenzyl)phenyl)tetrahydro-2H-pyran-2-yl)methanol C(C1=CC=CC=C1)O[C@@H]1[C@H](O[C@H]([C@@H]([C@H]1OCC1=CC=CC=C1)OCC1=CC=CC=C1)C1=CC(=C(C=C1)Cl)CC1=CC=C(C=C1)OCC)CO